C1(CCCC1)C(=O)N1CC2(CC1)CN(CC2)C2=C(C=C(C=C2)C=2C=NN(C2)C2OCCCC2)F cyclopentyl(7-(2-fluoro-4-(1-(tetrahydro-2H-pyran-2-yl)-1H-pyrazol-4-yl)phenyl)-2,7-diazaspiro[4.4]nonan-2-yl)methanone